2-(4-(4-((4H-1,2,4-triazol-3-yl)methoxy)-3-fluoro-5-methoxyphenyl)-3-methyl-2-oxo-6-(trifluoromethyl)-2,3-dihydro-1H-benzo[d]imidazol-1-yl)-N-(5-methoxypyridin-3-yl)acetamide N=1N=C(NC1)COC1=C(C=C(C=C1OC)C1=CC(=CC=2N(C(N(C21)C)=O)CC(=O)NC=2C=NC=C(C2)OC)C(F)(F)F)F